(S)-N-(5-(2-aminoimidazo[1,2-b]pyridazin-6-yl)-2-methoxypyridin-3-yl)-3-phenylisoxazolidine NC=1N=C2N(N=C(C=C2)C=2C=C(C(=NC2)OC)N2OCC[C@H]2C2=CC=CC=C2)C1